FC1(CN(CC[C@H]1NC)C1=NC=CC(=N1)NC=1N=CC2=C(C=CC(=C2C1)C(C)C)N1[C@@H]([C@H](C1)CS(=O)(=O)C)C)F N-{2-[(4R)-3,3-difluoro-4-(methylamino)piperidin-1-yl]pyrimidin-4-yl}-8-[(2R,3S)-3-(methanesulfonyl-methyl)-2-methylazetidin-1-yl]-5-(propan-2-yl)isoquinolin-3-amine